Cl.BrC1=C(C=C(C=C1)[C@@H](C)N)C=1SC=CC1 (R)-1-(4-bromo-3-(thiophen-2-yl)phenyl)ethan-1-amine hydrochloride